ClC1=C(C2=C(C(N3[C@@H](CO2)CN(CC3)C(=O)OC(C)(C)C)=O)C(=N1)N1CC(CC1)(C)C)Cl tert-butyl (R)-3,4-dichloro-1-(3,3-dimethylpyrrolidin-1-yl)-12-oxo-6a,7,9,10-tetrahydro-6H-pyrazino[2,1-c]pyrido[3,4-f][1,4]oxazepine-8(12H)-carboxylate